2-cyclohexyl-2-n-pentyl-1,3-dimethoxypropane C1(CCCCC1)C(COC)(COC)CCCCC